((R)-4-(2-(cyclopropylamino)oxazolo[4,5-c]pyridin-7-yl)morpholin-2-yl)((S)-6,8-dichloro-1-methyl-3,4-dihydroisoquinolin-2(1H)-yl)methanone C1(CC1)NC=1OC2=C(C=NC=C2N2C[C@@H](OCC2)C(=O)N2[C@H](C3=C(C=C(C=C3CC2)Cl)Cl)C)N1